4-(3-(1-methylpiperidin-4-yl)-1H-pyrrol-5-yl)pyridine CN1CCC(CC1)C1=CNC(=C1)C1=CC=NC=C1